NCCC=1C=NC(=NC1)C1=C(C=C(C#N)C=C1)OC1=NC(=NC(=C1)N1[C@H](CCC1)C)C 4-[5-(2-aminoethyl)pyrimidin-2-yl]-3-[2-methyl-6-[(2S)-2-methylpyrrolidin-1-yl]pyrimidin-4-yl]oxybenzonitrile